CS(=O)(=O)C=1C=C(C=CC1)C1(CCN(CC1)CCC)O 4-(3-(methylsulfonyl)phenyl)-1-propylpiperidin-4-ol